2-({2-[(4-chloro-2-fluorophenyl)methoxy]-3-(trifluoromethyl)-5,6,7,8-tetrahydro-1,7-naphthyridin-7-yl}methyl)-1-{[(2R)-oxolan-2-yl]methyl}-1H-1,3-benzodiazole-6-carboxylic acid ClC1=CC(=C(C=C1)COC1=NC=2CN(CCC2C=C1C(F)(F)F)CC1=NC2=C(N1C[C@@H]1OCCC1)C=C(C=C2)C(=O)O)F